COC1=CC(=NC2=CC(=CC=C12)C(=O)OC)C1=C(C=C(C=C1)C(F)(F)F)C1=CC=CC=C1 methyl 4-methoxy-2-(5-(trifluoromethyl)-[1,1'-biphenyl]-2-yl)quinoline-7-carboxylate